tris[2,4,6-trimethoxyphenyl]Acetyl-phosphonium COC1=C(C(=CC(=C1)OC)OC)C(C(=O)[PH3+])(C1=C(C=C(C=C1OC)OC)OC)C1=C(C=C(C=C1OC)OC)OC